CN(CCCC(C(N[C@@H](CC1=CC=C(C=C1)[N+](=O)[O-])C=1N=C(SC1)C=1SC=CC1)=O)N(C(OC)=O)C)C methyl N-[4-(dimethylamino)-1-[[(1S)-2-(4-nitrophenyl)-1-[2-(2-thienyl)thiazol-4-yl]ethyl]carbamoyl]butyl]-N-methyl-carbamate